tert-butyl (3aR,6aS)-5-(4-bromophenyl)hexahydropyrrolo[3,4-c]pyrrole-2(1H)-carboxylate BrC1=CC=C(C=C1)N1C[C@@H]2[C@H](C1)CN(C2)C(=O)OC(C)(C)C